6-(4-amino-2,6-dichlorophenoxy)-2-(3,4-difluorobenzyl)-3,4-dihydroisoquinolin-1(2H)-one NC1=CC(=C(OC=2C=C3CCN(C(C3=CC2)=O)CC2=CC(=C(C=C2)F)F)C(=C1)Cl)Cl